Ethynyl-1-cyclohexanol C(#C)C1(CCCCC1)O